methyl 3-amino-6-((6-fluoro-2-methylpyridin-3-yl)oxy)-2-methylbenzoate NC=1C(=C(C(=O)OC)C(=CC1)OC=1C(=NC(=CC1)F)C)C